(R)-2-(4-isopropyl-5-(8-methoxy-[1,2,4]triazolo[1,5-a]pyridin-6-yl)-1H-pyrazol-3-yl)-4-methyl-5-(2-methyl-4-(tetrahydro-2H-pyran-4-yl)piperazin-1-yl)thiazole C(C)(C)C=1C(=NNC1C=1C=C(C=2N(C1)N=CN2)OC)C=2SC(=C(N2)C)N2[C@@H](CN(CC2)C2CCOCC2)C